C(CCCCCCCCCCC)(=O)[O-].C(CCC)[Sn+2]CCCC.C(CCCCCCCCCCC)(=O)[O-] dibutyl-tin (dodecanoate)